3-((2S)-3-(8-(4'-(aminomethyl)biphenyl-3-ylsulfonyl)-1-oxa-8-azaspiro[4.5]decan-3-ylamino)-2-hydroxypropoxy)-N,N-dimethylbenzenesulfonamide NCC1=CC=C(C=C1)C1=CC(=CC=C1)S(=O)(=O)N1CCC2(CC(CO2)NC[C@@H](COC=2C=C(C=CC2)S(=O)(=O)N(C)C)O)CC1